BrC=1C=2N(C=CC1)C(=C(N2)C#CCNC2=C(C=C(C=C2)S(=O)(=O)CC)OC)CC(F)(F)F N-{3-[8-bromo-3-(2,2,2-trifluoroethyl)imidazo[1,2-a]pyridin-2-yl]prop-2-yn-1-yl}-4-(ethanesulfonyl)-2-methoxyaniline